5-chloro-2-fluoro-N-(5-fluoro-1,3-thiazol-2-yl)-4-[(4-{[(2R)-2-(methylamino)propyl]amino}butyl)amino]benzenesulfonamide ClC=1C(=CC(=C(C1)S(=O)(=O)NC=1SC(=CN1)F)F)NCCCCNC[C@@H](C)NC